2-[(E)-(1-cyano-1-methyl-ethyl)azo]-2-methyl-propanenitrile C(#N)C(C)(C)\N=N\C(C#N)(C)C